O=C1NCC2=NC=C(C=C21)C(F)(F)F 5-oxo-3-(trifluoromethyl)-7H-pyrrolo[3,4-b]pyridin